C1(CCCCC1)CN1CC=2N(C3=C(C1)C=C(C(=C3)C(=O)NC3=NC(=CC=C3)C3=NN=CN3C(C)C)F)C=NC2C2CC2 5-(cyclohexylmethyl)-3-cyclopropyl-8-fluoro-N-[6-(4-isopropyl-4H-1,2,4-triazol-3-yl)pyridin-2-yl]-5,6-dihydro-4H-benzo[f]imidazo[1,5-a][1,4]diazepine-9-carboxamide